5-(hydroxymethyl)-5-methylimidazolidine-2,4-dione OCC1(C(NC(N1)=O)=O)C